[Na+].C(CC(=O)C(=O)[O-])(=O)[O-].[Na+] oxalacetate sodium salt